C(N)(=O)C1=C(C(=CC(=C1)Cl)C)NC(=O)C=1N(N=C(C1)CN1N=C(N=N1)C1=CC(=NC=C1)Cl)C1=NC=CC=C1Cl N-(2-carbamoyl-4-chloro-6-methyl-phenyl)-2-(3-chloro-2-pyridyl)-5-[[5-(2-chloro-4-pyridyl)tetrazol-2-yl]methyl]pyrazole-3-carboxamide